CN1N=CC(=C1)NC1=NC=C(C(=N1)OC=1C=C(C=CC1)NC(OC(C)(C)C)=O)C=1C=NC=C(C1)C tert-butyl N-[3-({2-[(1-methyl-1H-pyrazol-4-yl)amino]-5-(5-methylpyridin-3-yl)pyrimidin-4-yl}oxy)phenyl]carbamate